ClC=1C=CC2=C(C=C(O2)C=2OC(=NN2)SSCC(C)C)C1 2-(5-chlorobenzofuran-2-yl)-5-(isobutyldithio)-1,3,4-oxadiazole